ethyl (S)-3-amino-3-(3'-(trifluoromethoxy)biphenyl-3-yl)propanoate N[C@@H](CC(=O)OCC)C=1C=C(C=CC1)C1=CC(=CC=C1)OC(F)(F)F